3-(methylsulfonyl)azetidine CS(=O)(=O)C1CNC1